[6-[4-[(1-tert-butoxycarbonyl-4-piperidyl)methyl]-1,4-diazepan-1-yl]-3-pyridyl]boronic acid C(C)(C)(C)OC(=O)N1CCC(CC1)CN1CCN(CCC1)C1=CC=C(C=N1)B(O)O